(S)-29-(2,5-dioxo-2,5-dihydro-1H-pyrrol-1-yl)-26-oxo-2,5,8,11,14,17,20,23-octaoxa-27-azatriacontan-30-oic acid O=C1N(C(C=C1)=O)[C@@H](CNC(CCOCCOCCOCCOCCOCCOCCOCCOC)=O)C(=O)O